[Rh].C(=O)=CC(=O)C(C(C)=O)=C=O dicarbonyl-(acetylacetone) rhodium